C1OCC12CN(C2)C2=NC=1N(C=C2)N=CC1C(=O)NC=1C(=NN(C1)C1CCN(CC1)C(=O)OC(C)(C)C)C(F)F tert-Butyl 4-(4-(5-(2-oxa-6-azaspiro[3.3]heptan-6-yl)pyrazolo[1,5-a]pyrimidine-3-carboxamido)-3-(difluoromethyl)-1H-pyrazol-1-yl)piperidine-1-carboxylate